1-[(4-methoxyphenyl)methyl]-3-[3-[4-(4-piperidinyl)-1-piperidinyl]-phenyl]piperidine-2,6-dione COC1=CC=C(C=C1)CN1C(C(CCC1=O)C1=CC(=CC=C1)N1CCC(CC1)C1CCNCC1)=O